F[C@H]1[C@H]([C@@H]2CN([C@H]1CC2)C)OC2=CC=C(N=N2)C2=C(C=C(C=C2)C2=NC=NC(=N2)OC)O 2-(6-(((1S,4S,5S,6R)-6-fluoro-2-methyl-2-azabicyclo[2.2.2]octan-5-yl)oxy)pyridazin-3-yl)-5-(4-methoxy-1,3,5-triazin-2-yl)phenol